FC(C1=NOC(=C1)C1=C(C=CC=C1)O)(F)F 2-[3-(trifluoromethyl)-5-isoxazolyl]phenol